2,4-bis(trichloromethyl)-6-[2-(furan-2-yl)ethyl]triazine ClC(N1NC(=CC(=N1)C(Cl)(Cl)Cl)CCC=1OC=CC1)(Cl)Cl